N-(prop-2-yn-1-yl)-N-p-toluenesulfonylpyridinamide C(C#C)N(C(=O)C1=NC=CC=C1)S(=O)(=O)C1=CC=C(C)C=C1